O=C1N(C(C2=CC(=CC=C12)C=1N=NNC1)=O)C1=NC=CC(=C1)C1=CC=CC=C1 2-{1,3-Dioxo-5-(1H-[1,2,3]triazol-4-yl)-2,3-dihydro-1H-isoindol-2-yl}-4-phenylpyridine